N-[4-(Difluoromethoxy)-2-pyridyl]-4-(4,4,5,5-tetramethyl-1,3,2-dioxaborolan-2-yl)benzamide FC(OC1=CC(=NC=C1)NC(C1=CC=C(C=C1)B1OC(C(O1)(C)C)(C)C)=O)F